C1=NC(=C2C(=N1)N(C=N2)[C@H]3[C@@H]([C@@H]([C@H](O3)CO)O)O)N The molecule is a ribonucleoside composed of a molecule of adenine attached to a ribofuranose moiety via a beta-N(9)-glycosidic bond. It has a role as an anti-arrhythmia drug, a vasodilator agent, an analgesic, a human metabolite and a fundamental metabolite. It is a purines D-ribonucleoside and a member of adenosines. It derives from an adenine.